(4-(5-bromo-6-ethylpyridin-2-yl)-1-methyl-1H-1,2,3-triazol-5-yl)methanol BrC=1C=CC(=NC1CC)C=1N=NN(C1CO)C